5-bromo-2-(4-(N,N-dimethylamino)benzoyl)benzoic acid BrC=1C=CC(=C(C(=O)O)C1)C(C1=CC=C(C=C1)N(C)C)=O